O=C1NC(CCC1C1=NC=CC2=C1C=C(O2)C#CCNC(OC(C)(C)C)=O)=O tert-butyl (3-(4-(2,6-dioxopiperidin-3-yl)furo[3,2-c]pyridin-2-yl)prop-2-yn-1-yl)carbamate